C(C)(C)NC(CN1[C@@H](CN(CC1)C1=CC(=C2C(=N1)C(=CS2)C(=O)NC)C(F)(F)F)C)=O |r| (+/-)-5-(4-(2-(isopropylamino)-2-oxoethyl)-3-methylpiperazin-1-yl)-N-methyl-7-(trifluoromethyl)thieno[3,2-b]pyridine-3-carboxamide